1-(2,3-Dihydrobenzo[b][1,4]dioxin-5-yl)-5-(trifluoromethyl)-1H-pyrazole-4-carboxylic acid ethyl ester C(C)OC(=O)C=1C=NN(C1C(F)(F)F)C1=CC=CC=2OCCOC21